C1(CCCC1)CC(=O)NC=1SC(=C(N1)C)C1=CC(=C(C=C1)OC)S(NC1=CC=C(C=C1)O)(=O)=O 2-cyclopentyl-N-[5-[3-[(4-hydroxyphenyl)sulfamoyl]-4-methoxyphenyl]-4-methyl-thiazol-2-yl]acetamide